C1(CC1)CN1C[C@@H](OCCC1=O)C1=CC=CC=C1 (2S,6R)-4-(cyclopropylmethyl)-5-oxo-2-phenyl-1,4-oxazepan